C=C(CCCC)C(CCCC)CCC 5-methylene-6-propyl-decane